8-(3-chloro-4-methoxy-phenyl)-1,4-dioxaspiro[4.5]decan-8-ol ClC=1C=C(C=CC1OC)C1(CCC2(OCCO2)CC1)O